tetraphenylboric acid triethanolamine salt N(CCO)(CCO)CCO.C1(=CC=CC=C1)[B-](C1=CC=CC=C1)(C1=CC=CC=C1)C1=CC=CC=C1.[H+]